ClC1=NC=C(C=C1C=O)C 2-CHLORO-5-METHYLPYRIDINE-3-CARBALDEHYDE